4-(1-(4-(4-(2-(2-aminopyridin-3-yl)-5-phenyl-3H-imidazo[4,5-b]pyridin-3-yl)phenyl)piperidin-1-yl)ethyl)benzoic acid NC1=NC=CC=C1C1=NC=2C(=NC(=CC2)C2=CC=CC=C2)N1C1=CC=C(C=C1)C1CCN(CC1)C(C)C1=CC=C(C(=O)O)C=C1